4-((4-(2-(2-Aminopyridin-3-yl)-3H-imidazo[4,5-b]pyridin-3-yl)benzyl)amino)picolinonitrile NC1=NC=CC=C1C1=NC=2C(=NC=CC2)N1C1=CC=C(CNC2=CC(=NC=C2)C#N)C=C1